trans-methanesulfonic acid 6-((4-methyl-3-(pyridin-2-yl) phenyl) carbamoyl)-6-azabicyclo[3.1.1]hept-3-yl ester CC1=C(C=C(C=C1)NC(=O)N1C2CC(CC1C2)OS(=O)(=O)C)C2=NC=CC=C2